[Zn].[Sb].[Pb] lead-antimony-zinc